tert-butyl (5-(1-(4-aminophenyl)-5-oxopyrrolidin-3-yl) pentyl)carbamate NC1=CC=C(C=C1)N1CC(CC1=O)CCCCCNC(OC(C)(C)C)=O